(pyridin-1-yl)propanamide N1(CC=CC=C1)C(C(=O)N)C